4-((4-((4-Cyclopropylnaphthalen-1-yl)amino)-6,7-dihydrothieno[3,2-d]Pyrimidin-2-yl)thio)butanoic acid methyl ester COC(CCCSC=1N=C(C2=C(N1)CCS2)NC2=CC=C(C1=CC=CC=C21)C2CC2)=O